N,N-BIS(carboxylatomethyl)alanine trisodium salt [Na+].[Na+].[Na+].C(=O)([O-])CN([C@@H](C)C(=O)O)CC(=O)[O-]